COC1=NC=CC=C1NC(=O)C=1C=NC(=CC1)C(F)(F)F N-(2-methoxypyridin-3-yl)-6-(trifluoromethyl)pyridine-3-carboxamide